2-methyl-butane-1,4-diol CC(CO)CCO